6-bromobenzo[cd]indol BrC=1C=2C3=C(C=NC3=CC1)C=CC2